FC1=CC2=C(N(C(N=C2N2CCC3(CC=CC3=C=O)CC2)=O)C=2C(=NC=CC2C)C(C)C)N=C1C1=C(C=CC=C1O)F 6-fluoro-7-(2-fluoro-6-hydroxyphenyl)-1-(2-isopropyl-4-methylpyridin-3-yl)-4-(1-carbonyl-8-azaspiro[4.5]dec-2-en-8-yl)pyrido[2,3-d]pyrimidin-2(1H)-one